(R)-N-(1-cyanopyrrolidin-3-yl)-5-(1-methyl-1H-pyrazol-4-yl)picolinamide C(#N)N1C[C@@H](CC1)NC(C1=NC=C(C=C1)C=1C=NN(C1)C)=O